(S)-4-(7-Bromo-6-chloro-3-cyano-8-fluoroquinolin-4-yl)-2-(cyanomethyl)piperazine-1-carboxylate BrC1=C(C=C2C(=C(C=NC2=C1F)C#N)N1C[C@@H](N(CC1)C(=O)[O-])CC#N)Cl